O=C(CCC(=O)O)NCCC 4-oxo-4-(propylamino)butyric acid